4-(4,4,5,5-Tetramethyl-1,3,2-dioxaborolan-2-yl)-6-(trifluoromethyl)pyridin-2-amine CC1(OB(OC1(C)C)C1=CC(=NC(=C1)C(F)(F)F)N)C